C(C=C)(=O)O.C(C=C)(=O)O.C(C=1C(C(=O)OCC2CO2)=CC=CC1)(=O)OCC1CO1 diglycidyl phthalate diacrylate